6-(2-hydroxypropan-2-yl)-1,4-oxazepan-4-carboxylic acid tert-butyl ester C(C)(C)(C)OC(=O)N1CCOCC(C1)C(C)(C)O